ClC1=NC=NC2=CC(=CC=C12)OC 4-chloro-7-methoxyquinazoline